COC=1C=C2C(=NC=NC2=CC1OC)OC1=CC=CC2=C1C(=C(O2)C)C(=O)NC ((6,7-dimethoxyquinazolin-4-yl)oxy)-N,2-dimethylbenzofuran-3-carboxamide